3-ethyl-1-(imidazo[1,2-a]pyrazin-3-ylmethyl)indoline-6-carboxylic acid methyl ester COC(=O)C1=CC=C2C(CN(C2=C1)CC1=CN=C2N1C=CN=C2)CC